N-[(3S)-5-Methyl-4-oxo-2,3-dihydro-1,5-benzoxazepin-3-yl]-1-(trifluoromethyl)pyrazolo[3,4-d]pyrimidin-6-carboxamid CN1C([C@H](COC2=C1C=CC=C2)NC(=O)C2=NC=C1C(=N2)N(N=C1)C(F)(F)F)=O